2-methyl-2-[5-[(3R)-3-amino-5,5,7-trifluoro-2-oxo-1-[[4-(trifluoromethoxy)phenyl]methyl]-3,4-dihydro-1-benzazepin-8-yl]-1,3,4-oxadiazol-2-yl]propanenitrile CC(C#N)(C)C=1OC(=NN1)C1=CC2=C(C(C[C@H](C(N2CC2=CC=C(C=C2)OC(F)(F)F)=O)N)(F)F)C=C1F